ClC=1N=C(C2=C(N1)CN(C2)C(=O)OC(C)(C)C)OCC2=C(C=CC=C2)[N+](=O)[O-] tert-butyl 2-chloro-4-((2-nitrobenzyl)oxy)-5,7-dihydro-6H-pyrrolo[3,4-d]pyrimidine-6-carboxylate